[Na+].C(C(=C)C)(=O)NCS(=O)(=O)[O-] methacrylamidomethanesulfonic acid, sodium salt